(5'S,7a'R)-5'-(2-fluorophenyl)-1-(3-phenyl-1,2-oxazol-5-yl)tetrahydro-3'H-spiro[azetidine-3,2'-pyrrolo[2,1-b][1,3]oxazol]-3'-one FC1=C(C=CC=C1)[C@@H]1CC[C@H]2OC3(C(N21)=O)CN(C3)C3=CC(=NO3)C3=CC=CC=C3